(2S,4r)-1-[(2S)-2-(4-cyclopropyl-triazol-1-yl)-3,3-dimethyl-butyryl]-N-[2-(1,3-dimethylpyrazol-4-yl)ethyl]-4-hydroxy-pyrrolidine-2-carboxamide C1(CC1)C=1N=NN(C1)[C@H](C(=O)N1[C@@H](C[C@H](C1)O)C(=O)NCCC=1C(=NN(C1)C)C)C(C)(C)C